COC(=O)[C@@H]1N(CCCC1)CC1CCN(CC1)C1=CC=C(C=C1)[C@H]1[C@H](CCC2=CC(=CC=C12)O)C1=CC=CC=C1 (2R)-1-((1-(4-((1R,2S)-6-hydroxy-2-phenyl-1,2,3,4-tetrahydronaphthalen-1-yl)phenyl)piperidin-4-yl)methyl)piperidine-2-carboxylic acid methyl ester